CS(=O)(=O)OC[C@@H]1COCC1 [(3S)-tetrahydrofuran-3-yl]methyl methanesulfonate